(methoxymethyl)-1-({5-methyl-4H,6H,7H-pyrazolo[1,5-a]pyrazin-2-yl}methyl)pyrazole-4-carboxamide COCC1=NN(C=C1C(=O)N)CC1=NN2C(CN(CC2)C)=C1